FC1=C(C(=C(C=C1OC)OC)F)C1=CC2=C(N=C(N=C2)N[C@H]2[C@H](COC2)NC(C=C)=O)C(=N1)N1CCC(CC1)OC N-((3R,4S)-4-((6-(2,6-difluoro-3,5-dimethoxyphenyl)-8-(4-methoxypiperidin-1-yl)pyrido[3,4-d]pyrimidin-2-yl)amino)tetrahydrofuran-3-yl)acryl-amide